N-[(1R)-1-[3-(difluoromethyl)-2-fluoro-phenyl]ethyl]-6-(1,2,3,6-tetrahydropyridin-4-yl)-3H-benzimidazole-4-carboxamide FC(C=1C(=C(C=CC1)[C@@H](C)NC(=O)C1=CC(=CC=2N=CNC21)C=2CCNCC2)F)F